N4-cyclopropyl-5-fluoro-N6-[(6-methylsulfonyl-3-pyridyl)methyl]-N4-[[5-(trifluoromethyl)-2-pyridyl]methyl]pyrimidine-4,6-diamine C1(CC1)N(C1=NC=NC(=C1F)NCC=1C=NC(=CC1)S(=O)(=O)C)CC1=NC=C(C=C1)C(F)(F)F